C(C)(=O)C1=NN(C2=CC=C(C=C12)C=1C=NC=2N(C1)N=CC2C)CC(=O)N2[C@@H](C[C@H](C2)F)C(=O)NC2=NC(=CC=C2)Br (2S,4R)-1-(2-(3-acetyl-5-(3-methylpyrazolo[1,5-a]pyrimidin-6-yl)-1H-indazol-1-yl)acetyl)-N-(6-bromopyridin-2-yl)-4-fluoropyrrolidine-2-carboxamide